CO[C@@H]1CN(C[C@@H]1OC)C1=NC=CC(=C1)OC1=CC(=C(C=C1)NC=1C2=C(N=CN1)NC=C2C2CCN(CC2)C(C=C)=O)F 1-(4-(4-((4-((2-((3R,4S)-3,4-dimethoxypyrrolidin-1-yl)pyridin-4-yl)oxy)-2-fluorophenyl)amino)-7H-pyrrolo[2,3-d]pyrimidin-5-yl)piperidin-1-yl)prop-2-en-1-one